C1(=CC=CC=C1)[C@H](CO)O (R)-1-phenyl-1,2-ethylene glycol